methyl 1-(2-(difluoromethoxy)-5-fluoropyridin-4-yl)-6-fluoro-3-isopropyl-2-oxo-2,3-dihydro-1H-benzo[d]imidazole-5-carboxylate FC(OC1=NC=C(C(=C1)N1C(N(C2=C1C=C(C(=C2)C(=O)OC)F)C(C)C)=O)F)F